1-(2-furyl)-ethanol O1C(=CC=C1)C(C)O